4-methyl-1-(pyridin-3-yl)pentan-1-one Ethyl-2,2-dimethyl-propionate hydrochloride Cl.C(C)OC(C(C)(C)C)=O.CC(CCC(=O)C=1C=NC=CC1)C